2-(2,4-dinitrophenyl)-1-(α-naphthyl)ethylene [N+](=O)([O-])C1=C(C=CC(=C1)[N+](=O)[O-])C=CC1=CC=CC2=CC=CC=C12